The molecule is a member of the class of resorcinols that is phloroglucinol in which one of the phenolic hydrogens has been replaced by a methyl group. It has a role as a Brassica napus metabolite. It is a member of resorcinols and a monomethoxybenzene. It derives from a phloroglucinol. COC1=CC(=CC(=C1)O)O